1-(4-(5-(difluoromethyl)-1,3,4-oxadiazole-2-yl)-2-fluorobenzyl)-3-(1-(methylsulfonyl)piperidine-4-yl)-1,3-dihydro-2H-benzo[d]imidazole-2-one FC(C1=NN=C(O1)C1=CC(=C(CN2C(N(C3=C2C=CC=C3)C3CCN(CC3)S(=O)(=O)C)=O)C=C1)F)F